FCC(CF)(C)C1=CC=C(C=N1)C=1N=C2SCC(CN2C(C1C#N)=O)C 8-[6-(1,3-difluoro-2-methylpropan-2-yl)pyridin-3-yl]-3-methyl-6-oxo-2H,3H,4H,6H-pyrimido[2,1-b][1,3]thiazine-7-carbonitrile